2-(methylamino)-N-(1-(oxetan-3-yl)-2-oxo-1,2-dihydropyridin-4-yl)acetamide titanium tetraoleate C(CCCCCCC\C=C/CCCCCCCC)(=O)[O-].C(CCCCCCC\C=C/CCCCCCCC)(=O)[O-].C(CCCCCCC\C=C/CCCCCCCC)(=O)[O-].C(CCCCCCC\C=C/CCCCCCCC)(=O)[O-].[Ti+4].CNCC(=O)NC1=CC(N(C=C1)C1COC1)=O